ClC=1C(=C(C=CC1OCOCCOC)C(C)=O)O 1-(3-chloro-2-hydroxy-4-((2-methoxyethoxy)methoxy)phenyl)ethan-1-one